C(=O)[O-].[Mn+2].C(=O)[O-] manganous formate